N1(CCN(CCNCC1)CC=1C(=C(C=C(C1)C)CNCC(C(C(C(CO)O)O)O)O)O)CC=1C(=C(C=C(C1)C)CNCC(C(C(C(CO)O)O)O)O)O 6,6'-{1,4,7-triazonane-1,4-diylbis[methylene(2-hydroxy-5-methyl-3,1-phenylene)methyleneazanediyl]}di(hexane-1,2,3,4,5-pentol)